2-[[ethyl-hydroxyphosphinyl]oxy]glutaric acid C(C)P(=O)(OC(C(=O)O)CCC(=O)O)O